C(#N)C1=CC=C(C=C1)C1(CCNCC1)F 4-(4-cyanophenyl)-4-fluoropiperidine